(naphthalen-2-yl-d7)anthracene-1,2,3,4,5,6,7,8-d8 C1(=C(C(=C(C2=C(C(=C(C(=C12)[2H])[2H])[2H])[2H])[2H])[2H])C1=C2C(=C(C(=C(C2=CC2=C(C(=C(C(=C12)[2H])[2H])[2H])[2H])[2H])[2H])[2H])[2H])[2H]